1-(tert-butyl) 2-methyl (2S,4S)-4-hydroxypiperidine-1,2-dicarboxylate O[C@@H]1C[C@H](N(CC1)C(=O)OC(C)(C)C)C(=O)OC